sodium 1-(6-(7-oxa-2-azaspiro[3.5]non-2-yl)pyrimidine-4-yl)-4-(1H-1,2,3-triazole-1-yl)-1,2-dihydro-3H-pyrazole C1N(CC12CCOCC2)C2=CC(=NC=N2)N2NCC(=C2)N2N=NC=C2.[Na]